rac-(1R,2R,6S)-2-(4-bromophenyl)-6-(hydroxymethyl)-4-oxocyclohexane-1-carboxylic acid BrC1=CC=C(C=C1)[C@H]1[C@H]([C@H](CC(C1)=O)CO)C(=O)O |r|